C(C(C)C)C1(OCCC(C1)=C)CC(C)C 2,2-diisobutyl-4-methylenetetrahydro-2H-pyran